C(C)(=O)N1CCC(CC1)NC(=O)C=1C=C2CCN(C(C2=CC1)=O)CC(CN1CC2=CC=CC=C2CC1)O N-(1-acetylpiperidin-4-yl)-2-(3-(3,4-dihydroisoquinolin-2(1H)-yl)-2-hydroxypropyl)-1-oxo-1,2,3,4-tetrahydroisoquinoline-6-carboxamide